1-benzoyl-3-(3-bromo-2-ethoxypyridin-4-yl)thiourea C(C1=CC=CC=C1)(=O)NC(=S)NC1=C(C(=NC=C1)OCC)Br